COC=1C=CC(=C(C1)NC(CC=1N=CN(C1)C1=CC=C(C=C1)C1=NOC(=N1)C(F)(F)F)=O)C N-(5-methoxy-2-methylphenyl)-2-(1-(4-(5-(trifluoromethyl)-1,2,4-oxadiazol-3-yl)phenyl)-1H-imidazol-4-yl)acetamide